7-amino-8-hydroxy-2H-thiochromene 1,1-dioxide NC1=CC=C2C=CCS(C2=C1O)(=O)=O